6-fluoro-2,3-dihydrobenzo[b][1,4]dioxine-5-carbaldehyde FC1=C(C2=C(OCCO2)C=C1)C=O